N[C@H](CCCOC1=C(CC=2C=NN3C2N=CN=C3N)C(=CC=C1)Br)COC (R)-8-(2-((4-amino-5-methoxypentyl)oxy)-6-bromobenzyl)pyrazolo[1,5-a][1,3,5]triazin-4-amine